C[Si](O[SiH](C)C)(C)C trimethylsiloxydimethylsilane